tert-butyl 5-(6-((4-chloro-2-fluorobenzyl)oxy)pyridin-2-yl)-3,4,5,6-tetrahydropyrrolo[3,4-c]pyrrole-2(1H)-carboxylate ClC1=CC(=C(COC2=CC=CC(=N2)N2CC3=C(C2)CN(C3)C(=O)OC(C)(C)C)C=C1)F